5,6-diphenylpyridazine-3-carboxylic acid C1(=CC=CC=C1)C=1C=C(N=NC1C1=CC=CC=C1)C(=O)O